3-chloro-1-methyl-1H-pyrrolo[2,3-b]pyridin-5-amine ClC1=CN(C2=NC=C(C=C21)N)C